CC1=NOC(=C1C1=C(C(=C(C=C1CCCCC)O)C1=CC(=CC=C1)C)O)C 3-(3,5-dimethylisoxazol-4-yl)-3'-methyl-4-pentyl-[1,1'-biphenyl]-2,6-diol